(R)-5-((2-((4-methoxybenzyl)(4-methylbenzyl)amino)-3-nitropyridin-4-yl)amino)-3,3-dimethylpiperidine-1-carboxylic acid tert-butyl ester C(C)(C)(C)OC(=O)N1CC(C[C@H](C1)NC1=C(C(=NC=C1)N(CC1=CC=C(C=C1)C)CC1=CC=C(C=C1)OC)[N+](=O)[O-])(C)C